CN1C(CC(CC1(C)C)NC1CC(N(C(C1)(C)C)C)(C)C)(C)C N-(1,2,2,6,6-pentamethyl-4-piperidyl)-1,2,2,6,6-pentamethyl-4-piperidamine